(S)-5-(6-(4-(1-(2-(4-(4-chlorophenyl)-2,3,9-trimethyl-6H-thieno[3,2-f][1,2,4]triazolo[4,3-a][1,4]diazepin-6-yl)acetyl)piperidin-4-yl)piperazin-1-yl)pyridin-3-yl)indolin-2-one ClC1=CC=C(C=C1)C1=N[C@H](C=2N(C3=C1C(=C(S3)C)C)C(=NN2)C)CC(=O)N2CCC(CC2)N2CCN(CC2)C2=CC=C(C=N2)C=2C=C3CC(NC3=CC2)=O